6-bromo-8-cyclopentyl-5-methyl-2-(methylthio)pyrido[2,3-d]pyrimidin-7(8H)-one BrC1=C(C2=C(N=C(N=C2)SC)N(C1=O)C1CCCC1)C